butyl N-[3,3-difluoro-1-(2-methylpropane-2-sulfinyl)-1-azaspiro[3.5]nonan-7-yl]carbamate FC1(CN(C12CCC(CC2)NC(OCCCC)=O)S(=O)C(C)(C)C)F